C(#N)C=1C(=CC(=NC1)NC(N(C)C1=NC(=C(C=C1)CN1C(CN(CC1)C)=O)C=O)=O)NC1C(CC1)OC 3-(5-cyano-4-((2-methoxycyclobutyl)amino)pyridin-2-yl)-1-(6-formyl-5-((4-methyl-2-oxopiperazin-1-yl)methyl)pyridin-2-yl)-1-methylurea